FC(OC=1C=C(C=NC1OC)C1=CC=2N(C=C1)N=C(C2)NC(=O)NC[C@H](C)O)F (S)-1-(5-(5-(difluoromethoxy)-6-methoxypyridin-3-yl)pyrazolo[1,5-A]pyridin-2-yl)-3-(2-hydroxypropyl)urea